C(C)C(CC1=CC=C(C=C1)C1=NC(=C(C(=N1)C)C(=O)O)C)CC 2-(4-(2-ethylbutyl)phenyl)-4,6-dimethylpyrimidine-5-carboxylic acid